C(C)C1=NC=C(C(=C1)C=1NC2=CC=C(C=C2C1C(C)C)C1CCNCC1)F 2-(2-ethyl-5-fluoropyridin-4-yl)-3-isopropyl-5-(piperidin-4-yl)-1H-indole